C(#C)C1=CC=C(C=C1)[C@@H](C)N1C2=NC=NC(=C2N=C1)N (R)-9-(1-(4-ethynylphenyl)ethyl)-9H-purin-6-amine